N-(4-(2-(thiazolo[5,4-d]pyrimidin-7-ylamino)ethyl)phenyl)methanesulfonamide N1=CSC=2N=CN=C(C21)NCCC2=CC=C(C=C2)NS(=O)(=O)C